3-ethyl-2,4-pentanediol bis(diphenylphosphinite) C1(=CC=CC=C1)P(C1=CC=CC=C1)OC(C)C(C(C)OP(C1=CC=CC=C1)C1=CC=CC=C1)CC